NCCNCCCS[SiH3] 3-(2-aminoethylamino)propylthiosilane